3-phenoxypropan-1-ol O(C1=CC=CC=C1)CCCO